BrC=1C=C(C=C2C(N(C(=NC12)[C@@H]1N(CCC1)C(=O)OC(C)(C)C)C1=CC(=C(C=C1)OC)F)=O)C#N tert-butyl (R)-2-(8-bromo-6-cyano-3-(3-fluoro-4-methoxyphenyl)-4-oxo-3,4-dihydroquinazolin-2-yl)pyrrolidine-1-carboxylate